C(C)OC(=O)C1=C(N=C(S1)NC1=NC(=CC(=N1)CC(=O)N1CCN(CCC1)C(C)=O)NCC1=CC=C(C=C1)S(N)(=O)=O)C 2-[[4-[2-(4-acetyl-[1,4]diazepan-1-yl)-2-oxoethyl]-6-(4-sulfamoylbenzylamino)-2-pyrimidinyl]amino]-4-methyl-5-thiazolecarboxylic acid ethyl ester